FC=1C=CC(=NC1C(F)(F)F)[C@H](NC(=O)N1[C@@H](C(NCC1)=O)C)C1=CC(=CC=C1)OC(F)(F)F |o1:11| (2R)-N-((R or S)-(5-fluoro-6-(trifluoro-methyl)pyridin-2-yl)(3-(trifluoromethoxy)phenyl)methyl)-2-methyl-3-oxopiperazine-1-carboxamide